8-bromo-5-(2-chloro-5-fluorophenyl)-2-oxo-3-tosyl-2,3,4,5-tetrahydro-1H-benzo[d]azepine BrC=1C=CC2=C(CC(N(CC2C2=C(C=CC(=C2)F)Cl)S(=O)(=O)C2=CC=C(C)C=C2)=O)C1